3-[(3-fluorophenyl)methyl]urea FC=1C=C(C=CC1)CNC(N)=O